4-phenyl-3-(pyridin-2-yl)-1H-pyrazol-5-amine C1(=CC=CC=C1)C=1C(=NNC1N)C1=NC=CC=C1